FC(C(=O)OI)(F)F.C1(CCCCC1)NC(=S)N1CCC(CC1)CN1[C@@H]([C@H]([C@@H]([C@H](C1)O)O)O)C N-cyclohexyl-4-(((2r,3r,4r,5s)-3,4,5-trihydroxy-2-methylpiperidin-1-yl)methyl)piperidine-1-thiocarboxamide tri-Fluoroacetyl-hypoiodite